tert-butyl (R)-3-(2-(4-isopropylphenyl)acetamido)pyrrolidine-1-carboxylate C(C)(C)C1=CC=C(C=C1)CC(=O)N[C@H]1CN(CC1)C(=O)OC(C)(C)C